(pyryl)[2-[2,4-dichloro-phenoxy]phenyl]-3-(difluoromethyl)-1-methyl-pyrazole-4-carboxamide O1C(C=CC=C1)NC(=O)C=1C(=NN(C1C1=C(C=CC=C1)OC1=C(C=C(C=C1)Cl)Cl)C)C(F)F